hydrochloric acid, titanium salt [Ti].Cl